3-amino-6-methyl-7-cyanoisothiazolo[4,3-c]pyridine NC=1SN=C2C1C=NC(=C2C#N)C